ethyl (S)-2-((1-(5-chloro-4-cyano-2-nitrophenyl)piperidin-2-yl)methoxy)acetate ClC=1C(=CC(=C(C1)N1[C@@H](CCCC1)COCC(=O)OCC)[N+](=O)[O-])C#N